(S)-1-N-t-butoxycarbonyl-3-hydroxypyrrolidine C(C)(C)(C)OC(=O)N1C[C@H](CC1)O